[In].[Se] selenium indium